1-{1-[2,4-bis(trifluoromethyl)phenyl]ethyl}-1H-pyrazol-4-amine hydrochloride Cl.FC(C1=C(C=CC(=C1)C(F)(F)F)C(C)N1N=CC(=C1)N)(F)F